B([O-])(O)O.C(\C=C/C(=O)O)(=O)O.C(\C=C/C(=O)O)(=O)O.[Li+] lithium bis(maleate) borate